ethyl-2-methylindol C(C)C1=C(NC2=CC=CC=C12)C